FC(C1=NN(C(=C1)C(F)F)CC(=O)N1CCC(CC1)C1=CC(=NC=C1)C(=O)NC1CCCC2=CC=CC=C12)F 4-[1-[2-[3,5-bis(difluoromethyl)pyrazol-1-yl]acetyl]-4-piperidinyl]-N-tetrahydronaphthalen-1-ylpyridine-2-carboxamide